OC1CCC(CC1)NC1=NC=C(C(=N1)NC1COC1)C(=O)N 2-((1r,4r)-4-hydroxycyclohexylamino)-4-(oxetan-3-ylamino)pyrimidine-5-carboxamide